(R)-N-((1S,9S)-9-ethyl-5-fluoro-9-hydroxy-4-methyl-10,13-dioxo-2,3,9,10,13,15-hexahydro-1H,12H-benzo[de]pyrano[3',4':6,7]indolizino[1,2-b]quinolin-1-yl)-4-hydroxy-2-methoxybutanamide C(C)[C@]1(C(OCC=2C(N3CC=4C(=NC=5C=C(C(=C6C5C4[C@H](CC6)NC([C@@H](CCO)OC)=O)C)F)C3=CC21)=O)=O)O